CN(C=NN=CN(C)C)C N,N'-bis(dimethyl-aminomethylene)hydrazine